CC1(CCN(CC1)C(CCC(=O)O)=O)C(=O)OC 4-(4-methyl-4-methoxycarbonyl-piperidin-1-yl)-4-oxobutanoic acid